1-(7-(4-(trifluoromethyl)phenyl)-3,4-dihydroisoquinolin-2(1H)-yl)prop-2-en-1-one FC(C1=CC=C(C=C1)C1=CC=C2CCN(CC2=C1)C(C=C)=O)(F)F